2,2,2-trifluoro-acetamidine FC(C(=N)N)(F)F